2-(3-acetyl-5-(2-methoxyphenethyl)-2-oxopyridin-1(2H)-yl)-N-isopropylpropanamide C(C)(=O)C=1C(N(C=C(C1)CCC1=C(C=CC=C1)OC)C(C(=O)NC(C)C)C)=O